pyrrolo[3,4-b]pyrrole N1=C2C(C=C1)=CN=C2